racemic-3-((3-butyl-5-(4-fluorophenyl)-3-methyl-7-(methylsulfanyl)-1,1-dioxo-2,3,4,5-tetrahydro-1,5-benzothiazepin-8-yl)oxy)propionic acid C(CCC)[C@]1(CS(C2=C(N(C1)C1=CC=C(C=C1)F)C=C(C(=C2)OCCC(=O)O)SC)(=O)=O)C |r|